(R)-2-((2S,3R)-3-amino-2-hydroxy-4-phenylbutanamido)-2-(3-chloro-5-(trifluoromethoxy)phenyl)acetic acid hydrochloride Cl.N[C@@H]([C@@H](C(=O)N[C@@H](C(=O)O)C1=CC(=CC(=C1)OC(F)(F)F)Cl)O)CC1=CC=CC=C1